C(C)(=O)C1=CC=C(C(=C1C1=CC(N(C=C1OC)C(C(=O)NC1=CC=C(C(=O)O)C=C1)CCOC)=O)F)Cl 4-(2-(4-(6-acetyl-3-chloro-2-fluorophenyl)-5-methoxy-2-oxopyridin-1(2H)-yl)-4-methoxybutyrylamino)benzoic acid